hexafluoro-ethoxy-butyl ether FC(C(COCC(C(C(F)(F)OCC)(F)F)(F)F)(F)F)(C(OCC)(F)F)F